(S)-N-(3-(5-fluoro-2-(2-fluoro-3-(methylsulfonyl)phenylamino)pyrimidin-4-yl)-1H-indol-7-yl)-2-((3S,5S)-3,4,5-trimethylpiperazin-1-yl)butanamide FC=1C(=NC(=NC1)NC1=C(C(=CC=C1)S(=O)(=O)C)F)C1=CNC2=C(C=CC=C12)NC([C@H](CC)N1C[C@@H](N([C@H](C1)C)C)C)=O